[Mg+2].P(=O)([O-])([O-])OC=1C(=O)O[C@@H](C1O)[C@@H](O)CO ascorbic acid 2-phosphate magnesium salt